CC(OCCOCCOCCOCO)C (S)-12-methyl-2,5,8,11-tetraoxatridecanol